tert-butyl (2S,4S)-2-(2-((tert-butyldimethylsilyl)oxy)ethyl)-4-(4,8-dichloro-6-fluoro-7-(3-methyl-2-(trifluoromethyl)phenyl)-1H-pyrazolo[4,3-c]quinolin-1-yl)piperidine-1-carboxylate [Si](C)(C)(C(C)(C)C)OCC[C@H]1N(CC[C@@H](C1)N1N=CC=2C(=NC=3C(=C(C(=CC3C21)Cl)C2=C(C(=CC=C2)C)C(F)(F)F)F)Cl)C(=O)OC(C)(C)C